Cl.Cl.CC1=C(C=C2CC[C@]3(CNCC3)NC2=N1)C1=NC(=CC(=N1)[2H])[2H] (2S)-7-methyl-6-[(4,6-2H2)pyrimidin-2-yl]-3,4-dihydro-1H-spiro[1,8-naphthyridine-2,3'-pyrrolidine], dihydrochloride salt